(2R)-2-{5-fluoro-2-[(2H3)methyloxy]pyridin-4-yl}-1-[(2S)-7-methyl-6-(pyrimidin-2-yl)-3,4-dihydro-1H-spiro[1,8-naphthyridine-2,3'-pyrrolidin]-1'-yl]propan-1-one, formate salt C(=O)O.FC=1C(=CC(=NC1)OC([2H])([2H])[2H])[C@H](C(=O)N1C[C@]2(CC1)NC1=NC(=C(C=C1CC2)C2=NC=CC=N2)C)C